ClC1=C(C(=CC=C1)F)N1C=2N(C3=C(C1=O)C=NC(=N3)NC3=CC=C1C4(CN(CC1=C3)CC(F)F)CC4)C=CN2 6-(2-chloro-6-fluorophenyl)-2-{[2'-(2,2-difluoroethyl)-2',3'-dihydro-1'H-spiro[cyclopropane-1,4'-isoquinolin]-7'-yl]amino}imidazo[1,2-a]pyrimido[5,4-e]pyrimidin-5(6H)-one